1-octadecyl-2-dodecanoyl-glycero-3-phosphocholine C(CCCCCCCCCCCCCCCCC)OCC(OC(CCCCCCCCCCC)=O)COP(=O)([O-])OCC[N+](C)(C)C